tetra-2-propyl dithiomalate C(C(S)CC(=O)OC(C)C)(=O)OC(C)C.C(C(S)CC(=O)OC(C)C)(=O)OC(C)C